COC1=CC=C(CN2CC3(CC3)CN(C2=O)C2CCN(CC2)C)C=C1 5-(4-methoxybenzyl)-7-(1-methylpiperidin-4-yl)-5,7-diazaspiro[2.5]octan-6-one